FC1=C(C=C(C=C1)C(CO)NC(=O)C1C(C1)C1=CC=C(C=C1)F)N1CCOCC1 2-(4-fluoro-phenyl)-cyclopropanecarboxylic acid [1-(4-fluoro-3-morpholin-4-yl-phenyl)-2-hydroxy-ethyl]-amide